COC(CCP(=O)(OCOCC)O)OCC 1-methoxy-1-ethoxy-3-(ethoxymethylphosphono)propane